C(C1=CC=CC=C1)OC1=C(C=C(C=C1)Cl)CN1CCC2(C[C@@H]([C@](CO2)(O)C)N(C)C)CC1 (3R,4S)-9-[(2-benzyloxy-5-chloro-phenyl)methyl]-4-(dimethylamino)-3-methyl-1-oxa-9-azaspiro[5.5]undecan-3-ol